ClC1=NC=CC(=C1C(F)(F)F)I 2-chloro-4-iodo-3-(trifluoromethyl)pyridine